Ethyl (3s,4r)-4-(3-((tert-butoxycarbonyl)amino)thiophen-2-yl)pyrrolidine-3-carboxylate C(C)(C)(C)OC(=O)NC1=C(SC=C1)[C@@H]1[C@@H](CNC1)C(=O)OCC